chloro-10'-(pyrrolidin-3-yl)-5'H-spiro[cyclohexane-1,7'-indolo[1,2-a]quinazolin]-5'-one ClC1=CC=CC=2C(N=C3N(C12)C1=CC(=CC=C1C31CCCCC1)C1CNCC1)=O